5-Chloro-2-((4-((2,2-dimethylpiperidin-4-yl)oxy)pyridin-2-yl)methoxy)benzonitrile ClC=1C=CC(=C(C#N)C1)OCC1=NC=CC(=C1)OC1CC(NCC1)(C)C